C(C1=CC=CC=C1)OC(C(Cl)(Cl)Cl)=N 2,2,2-Trichloro-acetimidic acid benzyl ester